C(CC)OC(CC(Br)OCCC)Br 1,3-dipropoxy-1,3-dibromopropane